Cl.O=C1NC(C=CC1N1C(C2=CC(=C(C=C2C1=O)N1CCN(CC1)CCC1CCNCC1)F)=O)=O 2-(2,6-dioxopyridin-3-yl)-6-fluoro-5-{4-[2-(piperidin-4-yl)ethyl]piperazin-1-yl}isoindole-1,3-dione hydrochloride